C(C)NC1=C(C=C(C(=O)NC=2SC(=CN2)CC2=CC(=CC=C2)C(F)(F)F)C=C1)OCCO 4-ethylamino-3-(2-hydroxyethoxy)-N-[5-(3-trifluoromethylbenzyl)thiazol-2-yl]Benzamide